FC=1C=C(C=CC1F)[C@]1(CC[C@H]2N(CCNC2)C1)O (7S,9aR)-7-(3,4-difluorophenyl)-1,2,3,4,6,8,9,9a-octahydropyrido[1,2-a]pyrazin-7-ol